Dimethyl-tetraacetoxydisiloxane C[Si](O[Si](OC(C)=O)(OC(C)=O)OC(C)=O)(OC(C)=O)C